(3R,4S)-1-propen C=CC